I[Pd-3](P(C1=CC=CC=C1)(C1=CC=CC=C1)C1=CC=CC=C1)(=C1N(CCN1C(C)(C)C)C(C)(C)C)I diiodo(1,3-di-tert-butylimidazolin-2-ylidene)(triphenylphosphino)palladium (II)